2-Amino-7-fluoro-4-(5-fluoro-3-((R)-3-((3R,5R)-3,4,5-trimethylpiperazin-1-yl)pyrrolidin-1-yl)-7,9-dihydrofuro[3,4-f]quinazolin-6-yl)thieno[3,2-c]pyridine-3-carbonitrile NC1=C(C=2C(=NC=C(C2S1)F)C=1C2=C(C=3C=NC(=NC3C1F)N1C[C@@H](CC1)N1C[C@H](N([C@@H](C1)C)C)C)COC2)C#N